C(C)(SCC1CC(C1)N1C(OC2(C1)CCN(CC2)CC2=CC(=C(C=C2OCC)C2=CC=C(C=C2)F)C2CC2)=O)=O S-((3-(8-((2-cyclopropyl-5-ethoxy-4'-fluoro-[1,1'-biphenyl]-4-yl)methyl)-2-oxo-1-oxa-3,8-diazaspiro[4.5]decan-3-yl)cyclobutyl)methyl) ethanethioate